ClC=1C=C(C=NC1)[C@H]1N(OCC1)C1=CC(=NC=N1)NC1=C(C=C(C=C1)N1CCC(CC1)N1CCN(CC1)C)OC (S)-6-(3-(5-chloropyridin-3-yl)isoxazolidin-2-yl)-N-(2-methoxy-4-(4-(4-methylpiperazine-1-yl)piperidin-1-yl)phenyl)pyrimidin-4-amine